2-fluoro-4-methoxy-5-(quinoxalin-5-ylmethoxy)aniline FC1=C(N)C=C(C(=C1)OC)OCC1=C2N=CC=NC2=CC=C1